N-(2-(3-allyl-4,4-difluoropiperidin-1-yl)-6-methoxypyrimidin-4-yl)-5-chloro-3',5'-difluoro-4'-vinyl-[1,1'-biphenyl]-2-carboxamide C(C=C)C1CN(CCC1(F)F)C1=NC(=CC(=N1)NC(=O)C=1C(=CC(=CC1)Cl)C1=CC(=C(C(=C1)F)C=C)F)OC